C(C)(C)(C)OC(N[C@H](CC1=CC=C(C=C1)C1=CC=CC=C1)CO)=O (R)-(1-([1,1'-biphenyl]-4-yl)-3-hydroxypropane-2-yl)carbamic acid tert-butyl ester